5-(8-(7-isopropyl-1,3-dimethyl-2-oxo-2,3-dihydro-1H-benzo[d]imidazol-5-yl)isoquinolin-3-yl)-3-(2-methoxyethoxy)picolinic acid C(C)(C)C1=CC(=CC2=C1N(C(N2C)=O)C)C=2C=CC=C1C=C(N=CC21)C=2C=C(C(=NC2)C(=O)O)OCCOC